Methyl ((1r,3r)-3-((5-formyl-3-(1-isopropyl-1H-indazol-5-yl)-1-(phenylsulfonyl)-1H-pyrrolo[2,3-b]pyridin-4-yl)amino)cyclobutyl)carbamate C(=O)C=1C(=C2C(=NC1)N(C=C2C=2C=C1C=NN(C1=CC2)C(C)C)S(=O)(=O)C2=CC=CC=C2)NC2CC(C2)NC(OC)=O